4-(9-methyl-2-(5-methyl-2H-benzo[d][1,2,3]triazol-2-yl)-8-(pyridin-4-yl)-9H-purin-6-yl)morpholine CN1C2=NC(=NC(=C2N=C1C1=CC=NC=C1)N1CCOCC1)N1N=C2C(=N1)C=CC(=C2)C